2-(1,5-dimethyl-1H-pyrazol-4-yl)-6-methyl-4-(4,4,5,5-tetramethyl-1,3,2-dioxaborolan-2-yl)-1-tosyl-1,6-dihydro-7H-pyrrolo[2,3-c]pyridin-7-one CN1N=CC(=C1C)C1=CC2=C(C(N(C=C2B2OC(C(O2)(C)C)(C)C)C)=O)N1S(=O)(=O)C1=CC=C(C)C=C1